BrC=1C=C2C(=NC1)N=C(N2)C(C)C=2C=C1CCCN(C1=CC2)C(=O)Cl 6-(1-(6-bromo-1H-imidazo[4,5-b]pyridin-2-yl)ethyl)-3,4-dihydroquinoline-1(2H)-carbonyl chloride